COC=1C(=CC=C2CN(C(C12)=O)C1C(NC(CC1)=O)=O)C 3-(7-methoxy-6-methyl-1-oxoisoindolin-2-yl)piperidine-2,6-dione